C1(CC1)[C@H](C)NC(=O)C1=NC=C(C(=C1N1C[C@@](CC1)(C)NC(OC(C)(C)C)=O)C1=CC(=CC(=C1)F)F)C tert-butyl ((S)-1-(2-(((S)-1-cyclopropylethyl)carbamoyl)-4-(3,5-difluorophenyl)-5-methylpyridin-3-yl)-3-methylpyrrolidin-3-yl)carbamate